C(C)(C)C1=NOC(=N1)N1CCC(CC1)OC1=NN2C(S1)=NC(=C2)COC2=CC=C(C=C2)S(=O)(=O)C 3-isopropyl-5-(4-((6-((4-(methylsulfonyl)phenoxy)methyl)imidazo[2,1-b][1,3,4]thiadiazol-2-yl)oxy)piperidin-1-yl)-1,2,4-oxadiazol